1-(DL-1,2-Isopropylideneglyceryl) 2-bromoisobutyrate CC1(OCC(O1)COC(=O)C(C)(C)Br)C